C[Si](C1=CC=C(C=C1)C(=C)C1=CC=C(C=C1)[SiH](C)C)(OC)C 1-[4-(dimethylmethoxysilyl)phenyl]-1-(4'-dimethylsilylphenyl)ethylene